((2-(N,N-dimethylsulfamoyl)phenyl)amino)-3-((7-methoxy-2-methyl-1,2,3,4-tetrahydroisoquinolin-6-yl)amino)-1,2,4-triazine-6-carboxamide CN(S(=O)(=O)C1=C(C=CC=C1)NC=1N=C(N=NC1C(=O)N)NC=1C=C2CCN(CC2=CC1OC)C)C